C1(CC1)C=1C2=C(N=NC1C1=C(C=C(C=C1)C(F)(F)F)O)N(C=N2)[C@H]2CN(CCC2)C (R)-2-(4-cyclopropyl-7-(1-methylpiperidin-3-yl)-7H-imidazo[4,5-c]pyridazin-3-yl)-5-(trifluoromethyl)phenol